BrC=1C(=C(N(N1)C)NC(C1=CC=C(C=C1)OC(F)(F)F)=O)C#N N-(5-bromo-4-cyano-2-methyl-pyrazol-3-yl)-4-(trifluoromethoxy)benzamide